6-((3-(N-cyclopropylaminosulfonyl)-7-(2,4-dimethoxypyrimidin-5-yl)-5-fluoroquinolin-4-yl)amino)-4-(3,5-difluorophenoxy)picolinic acid C1(CC1)NS(=O)(=O)C=1C=NC2=CC(=CC(=C2C1NC1=CC(=CC(=N1)C(=O)O)OC1=CC(=CC(=C1)F)F)F)C=1C(=NC(=NC1)OC)OC